6-[8-[[5-fluoro-2-(methylaminomethyl)-7,8-dihydro-6H-cyclopenta[e][1,3]benzoxazol-7-yl]methyl]-2-oxo-1-oxa-3,8-diazaspiro[4.5]decan-3-yl]-4H-pyrazino[2,3-b][1,4]oxazin-3-one FC1=CC2=C(N=C(O2)CNC)C2=C1CC(C2)CN2CCC1(CN(C(O1)=O)C1=NC3=C(OCC(N3)=O)N=C1)CC2